[Si](C1=CC=CC=C1)(C1=CC=CC=C1)(C(C)(C)C)OCC1CNCCOC1 6-(((tert-butyldiphenylsilyl)oxy)methyl)-1,4-oxaazepane